3-((3-((1-(5-methoxy-2-(1-methyl-1H-pyrazol-4-yl)-4-nitrophenyl)piperidin-4-yl)methyl)-1,2,3,4,4a,5-hexahydrobenzo[b]pyrazino[1,2-d][1,4]oxazin-8-yl)amino)piperidine-2,6-dione COC=1C(=CC(=C(C1)N1CCC(CC1)CN1CC2N(C3=C(OC2)C=C(C=C3)NC3C(NC(CC3)=O)=O)CC1)C=1C=NN(C1)C)[N+](=O)[O-]